COC(=O)N1C[C@H](CC1)C1=NC(=NO1)C1=C(C(=C(C(=C1)F)C)[N+](=O)[O-])F (S)-3-(3-(2,5-difluoro-4-methyl-3-nitrophenyl)-1,2,4-oxadiazol-5-yl)pyrrolidine-1-carboxylic acid methyl ester